6-methoxy-1-methyl-1H-benzo[d]imidazole COC=1C=CC2=C(N(C=N2)C)C1